7-bromo-1,6-dimethyl-4-{4-[3-(2-methylphenyl)-1,2,4-oxadiazol-5-yl]piperidin-1-yl}-2-oxo-1,2-dihydroquinoline-3-carbonitrile BrC1=C(C=C2C(=C(C(N(C2=C1)C)=O)C#N)N1CCC(CC1)C1=NC(=NO1)C1=C(C=CC=C1)C)C